4-(3-(4-azidophenoxy)propoxy)-6-((3-fluoro-1H-indol-6-yl)amino)picolinonitrile N(=[N+]=[N-])C1=CC=C(OCCCOC2=CC(=NC(=C2)NC2=CC=C3C(=CNC3=C2)F)C#N)C=C1